ClC=1C=CC(=C2C=CC=NC12)C1=NNC2=NC(=CN=C21)N2CC1C(C1CC2)(C2=NOC(=C2)C)CN [3-[3-(8-chloroquinolin-5-yl)-1H-pyrazolo[3,4-b]pyrazin-6-yl]-7-(5-methyl-1,2-oxazol-3-yl)-3-azabicyclo[4.1.0]heptan-7-yl]methanamine